ClC1=C2C(CNCC2=CC=C1)(F)F 5-chloro-4,4-difluoro-2,3-dihydro-1H-isoquinoline